ClC=1C=CC(=C(C1)NC(=O)C=1OC(=CC1)C1=CC=NC=C1)N1CCC(CCC1)O N-(5-chloro-2-(4-hydroxyazepan-1-yl)phenyl)-5-(pyridin-4-yl)furan-2-carboxamide